CC1=C(OC(C(=O)O)(C)C)C(=CC(=C1)CN1C(N(CC1)C1=CC=C(C=C1)C)=O)C 2-(2,6-Dimethyl-4-((2-oxo-3-(p-tolyl)imidazolin-1-yl)methyl)phenoxy)-2-methylpropanoic acid